BrC1=C(OC2=C(OC(C(=O)N(C)OC)OC)C=CC=C2)C=C(C(=C1)F)N1C(N(C(=CC1=O)C(F)(F)F)C)=O [2-[2-bromo-4-fluoro-5-[3-methyl-2,6-dioxo-4-(trifluoromethyl)pyrimidin-1-yl]phenoxy]phenoxy]-N,2-dimethoxy-N-methyl-acetamide